NC1=NC2=CC(=CC=C2C=C1C1CC1)C=1C=NN(C1C1=C(C#N)C(=CC(=C1F)Cl)OC1CC1)C 2-(4-(2-amino-3-cyclopropylquinolin-7-yl)-1-methyl-1H-pyrazol-5-yl)-4-chloro-6-cyclopropyloxy-3-fluorobenzonitrile